C(C=C)N1S(C2(CCCC2)C2=C1C=CC=C2Cl)(=O)=O 1-allyl-4-chloro-1H-spiro[2,1-benzothiazole-3,1'-cyclopentane]-2,2-dioxide